4-{[(5RS)-3-oxo-5-(pyrrolidin-1-ylcarbonyl)-5,6,7,8-tetrahydro[1,2,4]triazolo[4,3-a]pyridine-2(3H)-yl]methyl}benzoic acid O=C1N(N=C2N1[C@H](CCC2)C(=O)N2CCCC2)CC2=CC=C(C(=O)O)C=C2 |r|